rel-(S)-4-(3,3-Difluoro-1-methylpiperidin-4-yl)-N-(6-((2-fluorophenyl)amino)-1H-pyrazolo[3,4-b]pyridin-3-yl)benzamid FC1(CN(CC[C@H]1C1=CC=C(C(=O)NC2=NNC3=NC(=CC=C32)NC3=C(C=CC=C3)F)C=C1)C)F |o1:6|